FC1=CC=C(C=C1)C(N1CC(N(CC1)C1=CC(N(C2=CC=C(N=C12)C#N)C)=O)C(=O)N)C1=CC=C(C=C1)F 4-(Bis(4-fluorophenyl)methyl)-1-(6-cyano-1-methyl-2-oxo-1,2-dihydro-1,5-naphthyridin-4-yl)piperazine-2-carboxamide